C(#N)N1C[C@@H](CC1)N(C(=O)N1CC(C1)C1=CC=CC=C1)CC (R)-N-(1-cyanopyrrolidin-3-yl)-N-ethyl-3-phenylazetidine-1-carboxamide